N-{3-[6-(2-cyclopropyl-1-hydroxyethyl)-4-methylpyridin-3-yl]-1-methyl-2-oxo-1,6-naphthyridin-7-yl}cyclopropanecarboxamide C1(CC1)CC(O)C1=CC(=C(C=N1)C=1C(N(C2=CC(=NC=C2C1)NC(=O)C1CC1)C)=O)C